CON(C(=O)C1CC(C1)(C)C)C N-methoxy-N,3,3-trimethyl-cyclobutanecarboxamide